CN1C([C@H](CCC1)C[C@H]1N(C(C2=CC=CC=C12)=O)CC1=CC2=C(NC(O2)=O)C=C1)=O 6-(((R)-1-(((R)-1-methyl-2-oxopiperidin-3-yl)methyl)-3-oxoisoindolin-2-yl)methyl)benzo[d]oxazol-2(3H)-one